2-(4-(5-Chloro-2-(4-chloro-1H-1,2,3-triazol-1-yl)phenyl)-2,5-dioxapiperazin-1-yl)-N-(2-methyl-2H-indazol-5-yl)-3-(1-(methyl-d3)-1H-pyrazol-3-yl)propanamide ClC=1C=CC(=C(C1)N1CON(CO1)C(C(=O)NC1=CC2=CN(N=C2C=C1)C)CC1=NN(C=C1)C([2H])([2H])[2H])N1N=NC(=C1)Cl